4-(3-chloro-2-fluoro-6-methoxyphenyl)-6-methyl-N-(5-(2-(((R)-tetrahydrofurane-3-yl)oxy)ethoxy)-1,3,4-thiadiazol-2-yl)nicotinamide ClC=1C(=C(C(=CC1)OC)C1=CC(=NC=C1C(=O)NC=1SC(=NN1)OCCO[C@H]1COCC1)C)F